[C@@H]1(C[C@H](O)[C@@H](COP(=O)(O)O)O1)N1C=NC=2C(O)=NC=NC12 2'-Deoxy-5'-inosinic acid